r-azidophenyl-glyoxal N(=[N+]=[N-])C(C(=O)C1=CC=CC=C1)=O